[N-](S(=O)(=O)C(F)(F)F)S(=O)(=O)C(F)(F)F.C(CCCCCCCCCCC)N1C=[N+](C=C1)C 1-Dodecyl-3-methylimidazolium-bis(trifluoromethylsulfonyl)imid